[Zr].[Al].[Cu] copper-aluminum zirconium